NC=1C(=NOC1C)C1[C@H]2CN(C[C@@H]12)C(=O)OC(C)(C)C tert-butyl (1R,5S,6r)-6-(4-amino-5-methyl-1,2-oxazol-3-yl)-3-azabicyclo[3.1.0]hexane-3-carboxylate